FC1(CCN(CC1)C(=O)C1=CC=CC=C1)CN[C@H]1[C@@H](C1)C1=CC=CC=C1 (4-fluoro-4-(((trans-2-phenylcyclopropyl)amino)methyl)piperidin-1-yl)(phenyl)methanone